NC1=CC(C(NC1=NC=1C(=NN2C1C=CC(=C2C)C)OCCCN2CCOCC2)=NC=2C(=NN1C2C=CC(=C1C)C)OCCCN1CCOCC1)=N N,N'-(5-Amino-3-iminopyridin-2,6(1H,3H)-diyliden)bis{6,7-dimethyl-2-[3-(morpholin-4-yl)propoxy]pyrazolo[1,5-a]pyridin-3-amin}